1,1,3,4,6-pentamethylindane CC1(CC(C2=C(C=C(C=C12)C)C)C)C